ClC1=C(C=CC=C1F)C(=O)C1COC1 (2-chloro-3-fluorophenyl)(oxetan-3-yl)methanone